C1(=CC=CC=C1)C1=NC(=NC(=N1)C1=CC=C(C=C1)C1=C(C=CC2=CC=CC=C12)C1=CC=C(C=C1)C1=NC(=NC(=N1)C1=CC=CC=C1)C1=CC=CC=C1)C1=CC=CC=C1 2-(4-{1-[4-(diphenyl-1,3,5-triazin-2-yl)phenyl]naphthalen-2-yl}phenyl)-4,6-diphenyl-1,3,5-triazine